C(C1=CC=CC=C1)OC=1C=C(C=CC1)CNCCOCCOCCNC(C=CC=CC=CC=CC(=O)[O-])=O 1-(3-(benzyloxy)phenyl)-12-oxo-5,8-dioxa-2,11-diazahenicosa-13,15,17,19-tetraene-21-oate